COC(C1=CC(=C(C(=C1)NCC=1C=NC=CC1)[N+](=O)[O-])F)=O.NC1=C(C=C(C(=O)OC)C=C1NCC=1C=NC=CC1)F Methyl 4-amino-3-fluoro-5-((pyridin-3-ylmethyl)amino)benzoate Methyl-3-fluoro-4-nitro-5-((pyridin-3-yl)methyl)aminobenzoate